(R)-5-(benzyloxy)-3-oxo-5,6-dihydro-3H-pyrrolo[1,2-c][1,2,3]oxadiazol C(C1=CC=CC=C1)O[C@@H]1C=C2N(NOC2=O)C1